tert-Butyl 2-[1-[2-[1-(2-hydroxy-2-methyl-propyl)indazol-5-yl]-6-methyl-4-oxo-chromen-8-yl]ethylamino]benzoate OC(CN1N=CC2=CC(=CC=C12)C=1OC2=C(C=C(C=C2C(C1)=O)C)C(C)NC1=C(C(=O)OC(C)(C)C)C=CC=C1)(C)C